benzyl N-[(3R)-3-(3-iodo-1-tetrahydropyran-2-yl-pyrazolo[4,3-b]pyridin-5-yl)oxybutyl]carbamate IC1=NN(C=2C1=NC(=CC2)O[C@@H](CCNC(OCC2=CC=CC=C2)=O)C)C2OCCCC2